1,7-dichloronaphthalene ClC1=CC=CC2=CC=C(C=C12)Cl